6-(1-methyl-1H-pyrazol-4-yl)-4-(6-(8-(4-(methylsulfonyl)benzyl)-3,8-diazabicyclo[3.2.1]oct-3-yl)pyridin-3-yl)pyrazolo[1,5-a]pyridine-3-carbonitrile CN1N=CC(=C1)C=1C=C(C=2N(C1)N=CC2C#N)C=2C=NC(=CC2)N2CC1CCC(C2)N1CC1=CC=C(C=C1)S(=O)(=O)C